C(N)(=O)C1(COC1)NC(=O)C1=C(OC2=C1C=C(C=C2)OCC2CC2)C N-(3-carbamoyl-oxetan-3-yl)-5-(cyclopropylmethoxy)-2-methyl-1-benzofuran-3-carboxamide